3-(4-fluorophenyl)-6-(4-methylphenyl)-N-[(4-methylphenyl)methyl]-2H-pyrazolo[3,4-b]pyridine-4-carboxamide FC1=CC=C(C=C1)C=1NN=C2N=C(C=C(C21)C(=O)NCC2=CC=C(C=C2)C)C2=CC=C(C=C2)C